1-Dodecyl-2-butylpyridinium triflat [O-]S(=O)(=O)C(F)(F)F.C(CCCCCCCCCCC)[N+]1=C(C=CC=C1)CCCC